CN1N=C(C(=C1)SC)NC1=CC=C2C(=N1)C(=CS2)C2=CC=NC=C2 N-(1-methyl-4-(methylthio)-1H-pyrazol-3-yl)-3-(pyridin-4-yl)thieno[3,2-b]pyridin-5-amine